Natrium pentacyanopropenid C(#N)C(C(=[C-]C#N)C#N)(C#N)C#N.[Na+]